methyl 3-(methylamino)but-2-enoate CNC(=CC(=O)OC)C